(2S)-N-[(4-carbamimidoylthiophen-2-yl)methyl]-1-(2-heptanamidoacetyl)pyrrolidine-2-carboxamide C(N)(=N)C=1C=C(SC1)CNC(=O)[C@H]1N(CCC1)C(CNC(CCCCCC)=O)=O